Cl.C(N)(=O)N(CC=C)CC=C N-carbamoyl-diallylamine hydrochloride